FC1=C(C(=CC(=C1)F)OC)C1=C(C=CC(=N1)NC1=NC=C(C(=C1)N1C[C@H](CCC1)O)C=1C=NN(C1)C(F)F)[N+](=O)[O-] (3S)-1-(2-((6-(2,4-difluoro-6-methoxyphenyl)-5-nitropyridin-2-yl)amino)-5-(1-(difluoromethyl)-1H-pyrazol-4-yl)pyridin-4-yl)piperidin-3-ol